[Si](C)(C)(C(C)(C)C)OCC(C1=NC=CN=C1)N1C(C=C(C=C1)C1=C(C(=CC=C1)OC1=NC=C(C=C1)C(F)(F)F)Cl)=O 1-(2-((tert-butyldimethylsilyl)oxy)-1-(pyrazin-2-yl)ethyl)-4-(2-chloro-3-((5-(trifluoromethyl)pyridin-2-yl)oxy)phenyl)pyridin-2(1H)-one